5-(3,3-difluorocyclobutyl)-4-oxo-1h,4h,5h-pyrazolo[4,3-c]Pyridine-7-carboxamide FC1(CC(C1)N1C(C2=C(C(=C1)C(=O)N)NN=C2)=O)F